4-(1,1-dioxido-1,2-thiazolidin-2-yl)-N,N-bis(2-thienylmethyl)butanamide O=S1(N(CCC1)CCCC(=O)N(CC=1SC=CC1)CC=1SC=CC1)=O